CN1C=CC(C=C1)=O N-methyl-4-pyridone